2-bromo-3-nitro-1,1'-biphenyl BrC1=C(C=CC=C1[N+](=O)[O-])C1=CC=CC=C1